N1C(=NC2=C1C=CC=C2)[C@H]2N(CCC1=C2N=CN1)C(=O)C1=CN=CS1 (S)-(4-(1H-benzo[d]imidazol-2-yl)-6,7-dihydro-1H-imidazo[4,5-c]pyridin-5(4H)-yl)(thiazol-5-yl)methanone